5-((1-(2-(3-Azabicyclo[3.1.0]hexan-3-yl)-3,6-dimethyl-4-oxo-3,4-dihydro-quinazolin-8-yl)ethyl)amino)-2-chlorothiazole-4-carboxylic acid C12CN(CC2C1)C1=NC2=C(C=C(C=C2C(N1C)=O)C)C(C)NC1=C(N=C(S1)Cl)C(=O)O